C(CCCCC)C1=C(CCO1)C 5-hexyl-4-methyldihydrofuran